ClC=CC[C@H](C(=O)O)C(C)C (2S)-5-chloro-2-isopropyl-4-pentenoic acid